2-chloro-4,6-dicyclopropylbenzonitrile ClC1=C(C#N)C(=CC(=C1)C1CC1)C1CC1